C(CC1=C(C=CC=C1)O)C1=C(C=CC=C1)O ethylenebis[phenol]